3-Chloro-N-(4-methyl-1,1-dioxidotetrahydro-2H-thiopyran-4-yl)-5-((3-(2,2,2-trifluoroethoxy)pyridin-2-yl)oxy)pyrazolo[1,5-a]pyridine-2-carboxamide ClC=1C(=NN2C1C=C(C=C2)OC2=NC=CC=C2OCC(F)(F)F)C(=O)NC2(CCS(CC2)(=O)=O)C